(R)-3-(3-(azetidin-3-yl) piperidin-1-yl)-1-methylcyclobutane-1-carboxylate N1CC(C1)[C@@H]1CN(CCC1)C1CC(C1)(C(=O)[O-])C